FC1=C(C=CC(=C1)OC)[C@H]1[C@@H](C(NC1)=O)C(=O)O |o1:9,10| (3S*,4R*)-4-(2-fluoro-4-methoxyphenyl)-2-oxopyrrolidine-3-carboxylic acid